5-(2-aminoethyl)-N-(3,4-dichlorophenyl)-5H-pyrido[3,2-b]indol-8-amine NCCN1C2=C(C=3C=C(C=CC13)NC1=CC(=C(C=C1)Cl)Cl)N=CC=C2